2',3,5-tri(9H-carbazol-9-yl)-[1,1'-biphenyl]-4-carbonitrile C1=CC=CC=2C3=CC=CC=C3N(C12)C1=C(C=CC=C1)C1=CC(=C(C(=C1)N1C2=CC=CC=C2C=2C=CC=CC12)C#N)N1C2=CC=CC=C2C=2C=CC=CC12